N'-methyl-N,N-diphenylurea CNC(N(C1=CC=CC=C1)C1=CC=CC=C1)=O